5-[4-amino-5-(trifluoromethyl)pyrrolo[2,1-f][1,2,4]triazin-7-yl]-N-[(3R,4S)-4-fluoro-1-(5-fluoro-2,3-dihydro-1H-inden-1-yl)pyrrolidin-3-yl]-2-methoxypyridine-3-carboxamide NC1=NC=NN2C1=C(C=C2C=2C=C(C(=NC2)OC)C(=O)N[C@@H]2CN(C[C@@H]2F)C2CCC1=CC(=CC=C21)F)C(F)(F)F